5-((5-carbonyl-6-(2-carbonyl-1-phenyl-2-(thiazol-2-ylamino)ethyl)-6,7-dihydro-5H-pyrrolo[3,4-b]pyridin-3-yl)ethynyl)pyridineamide C(=O)=C1N(CC2=NC=C(C=C21)C#CC=2C=CC(=NC2)C(=O)N)C(C(NC=2SC=CN2)=C=O)C2=CC=CC=C2